1-iodo-1,1,3,3-tetramethylpentane IC(CC(CC)(C)C)(C)C